3-(2-Amino-9-((2R,3R,5S)-3-hydroxy-5-(hydroxymethyl)tetrahydrofuran-2-yl)-6,8-dioxo-1,6,8,9-tetrahydro-7H-purin-7-yl)propanenitrile NC=1NC(C=2N(C(N(C2N1)[C@@H]1O[C@@H](C[C@H]1O)CO)=O)CCC#N)=O